NC1=NC=NN2C1=C(C=C2C=2C=NN(C2)CC(C)O)C2=CC(=C(C=C2)NC(OC(C)(C)C)=O)OC tert-Butyl (4-(4-amino-7-(1-(2-hydroxypropyl)-1H-pyrazol-4-yl)pyrrolo[2,1-f][1,2,4]triazin-5-yl)-2-methoxyphenyl)carbamate